2-chloro-N-(4,4-difluorocyclohexyl)-4-[(1S)-1-{[8-(2,2-dimethylpropyl)-7-oxo-7,8-dihydropyrido[2,3-d]pyrimidin-2-yl]amino}ethyl]benzamide ClC1=C(C(=O)NC2CCC(CC2)(F)F)C=CC(=C1)[C@H](C)NC=1N=CC2=C(N1)N(C(C=C2)=O)CC(C)(C)C